The molecule is a leukotriene anion that is the conjugate base of 18-hydroxyleukotriene B4, obtained by deprotonation of the carboxy group; major species at pH 7.3. It is a conjugate base of a 18-hydroxyleukotriene B4. CCC(CC/C=C\\C[C@H](/C=C/C=C/C=C\\[C@H](CCCC(=O)[O-])O)O)O